FC1=C(C=CC=C1)C1=CC(=CN1)C=O 5-(2-fluorophenyl)pyrrole-3-carboxaldehyde